The molecule is a 1,1-bis(phosphonic acid) that is (ethane-1,1-diyl)bis(phosphonic acid) having a hydroxy substituent at the 1-position. It inhibits the formation, growth, and dissolution of hydroxyapatite crystals by chemisorption to calcium phosphate surfaces. It has a role as a bone density conservation agent, a chelator and an antineoplastic agent. It is a conjugate acid of an etidronic acid(2-). CC(O)(P(=O)(O)O)P(=O)(O)O